COC1=C(C=CC=C1)C(=C(C1=CC=CC=C1)C1=CC=CC=C1)C1=CC=CC=C1 methoxytetraphenyl-ethylene